[3-[[2-Fluoro-4-(trifluoromethyl)phenyl]methylamino]azetidin-1-yl]-[(3S)-3-(1H-triazol-5-yl)pyrrolidin-1-yl]methanone FC1=C(C=CC(=C1)C(F)(F)F)CNC1CN(C1)C(=O)N1C[C@H](CC1)C1=CN=NN1